The molecule is a 6alpha-hydroxy steroid that is estrone substituted by an alpha-hydroxy group at position 6. It has a role as a human urinary metabolite. It is a 6alpha-hydroxy steroid, a 3-hydroxy steroid, a 17-oxo steroid and a secondary alcohol. It derives from an estrone. C[C@]12CC[C@H]3[C@H]([C@@H]1CCC2=O)C[C@@H](C4=C3C=CC(=C4)O)O